tert-butyl 6-(8-chloro-5-cyclopropyl-5,6-dihydro-4H-benzo[f][1,2,4]triazolo[4,3-a][1,4]diazepin-1-yl)-2-azaspiro[3.3]heptane-2-carboxylate ClC=1C=CC2=C(CN(CC=3N2C(=NN3)C3CC2(CN(C2)C(=O)OC(C)(C)C)C3)C3CC3)C1